FC1(CC12CC1(CCC(N1C2)=O)C(=O)OCC)F ethyl (trans)-2,2-difluoro-5'-oxodihydro-1'H,3'H-spiro[cyclopropan-1,2'-pyrrolizin]-7a'(5'H)-formate